tert-Butyl 3-(2,6-dichloro-8-fluoroquinazolin-4-yl)-3,8-diazabicyclo[3.2.1]octane-8-carboxylate ClC1=NC2=C(C=C(C=C2C(=N1)N1CC2CCC(C1)N2C(=O)OC(C)(C)C)Cl)F